3-(cyanomethyl)-3-(3-(2-((1-methyl-1H-pyrazol-4-yl)amino)pyrimidin-4-yl)-1H-pyrazol-1-yl)azetidin C(#N)CC1(CNC1)N1N=C(C=C1)C1=NC(=NC=C1)NC=1C=NN(C1)C